ClC1=C(C=CC=C1)C1=NN=C(S1)N1OC=CC1 N-(5-(2-chlorophenyl)-1,3,4-thiadiazol-2-yl)isoxazole